C1(=CC=CC=C1)C(=CCC1=CC=CC=C1)O 1,3-diphenyl-propenol